C(C)N(CC)CC N,N-diethylethan-amine